N-(3-fluoro-4-methoxybenzyl)-3,4-dimethylpyrimido[4',5':4,5]thieno[2,3-c]pyridazin-8-amine FC=1C=C(CNC2=NC=NC3=C2SC=2N=NC(=C(C23)C)C)C=CC1OC